N-(5-(imidazo[1,2-b]pyridazin-3-ylethynyl)-8-(methylamino)-2,7-naphthyridin-3-yl)cyclopropanecarboxamide N=1C=C(N2N=CC=CC21)C#CC2=C1C=C(N=CC1=C(N=C2)NC)NC(=O)C2CC2